BrC=1C=NC(=NC1)N1C[C@@H](N(CC1)C1=NC=CC=N1)COCCO (R)-2-((4-(5-bromopyrimidin-2-yl)-1-(pyrimidin-2-yl)piperazin-2-yl)methoxy)ethan-1-ol